3-amino-N-[(3R)-7-[(5R,9S)-9-amino-2-oxa-7-azaspiro[4.4]nonan-7-yl]-3,4-dihydro-2H-1-benzopyran-3-yl]-6-methylthieno[2,3-b]pyridine-2-carboxamide NC1=C(SC2=NC(=CC=C21)C)C(=O)N[C@H]2COC1=C(C2)C=CC(=C1)N1C[C@]2(CCOC2)[C@@H](C1)N